ClC1=C(C(=O)N2COC3=C(C2)C=CC=C3C3=CC(=C(C(=O)OC)C=C3F)N3C2COCC3CC2)C(=CC(=C1)N1CC2(C1)CC(C2)OC2CC2)Cl Methyl 4-[3-[2,6-dichloro-4-(6-cyclopropyloxy-2-azaspiro[3.3]heptan-2-yl)benzoyl]-2,4-dihydro-1,3-benzoxazin-8-yl]-5-fluoro-2-(3-oxa-8-azabicyclo[3.2.1]octan-8-yl)benzoate